lithium-cobalt-nickel-manganese [Mn].[Ni].[Co].[Li]